OC[C@H](C1CCOCC1)NC(=O)C=1C2=CC=CC2=CC1 pentalene-4-carboxylic acid ((S)-2-hydroxy-1-tetrahydro-pyran-4-yl-ethyl)-amide